P(=O)(O)(O)O.O1C2=C(NCC1)C=NC=C2 3,4-dihydro-2H-pyrido[4,3-b][1,4]oxazine phosphate